FC1([C@@H](CN(C1)C1=NOC(C1)(C1=NC=C(C=C1C1=C(C=C(C=C1F)F)F)C)CF)NS(=O)(=O)C)F N-[(3R)-4,4-difluoro-1-{5-(fluoromethyl)-5-[5-methyl-3-(2,4,6-trifluorophenyl)pyridin-2-yl]-4,5-dihydro-1,2-oxazol-3-yl}pyrrolidin-3-yl]methanesulfonamide